C(C)OCOC1=C(C(=O)C2=CC=C(C(=O)O)C=C2)C=CC=C1 4-(2-(ethoxymethoxy)benzoyl)benzoic acid